N1(CCCCC1)C1CCN(CC1)C(=O)O[C@H]1/C=C/[C@@H]([C@H](OC(C[C@@H](CC[C@@H]1C)O)=O)/C(=C/C1=CC(=CC(=C1)N1CCOCC1)F)/C)C [(2S,3S,4E,6R,7S,10R)-2-[(E)-1-(3-fluoro-5-morpholin-4-ylphenyl)prop-1-en-2-yl]-10-hydroxy-3,7-dimethyl-12-oxo-1-oxacyclododec-4-en-6-yl] 4-piperidin-1-ylpiperidine-1-carboxylate